6-(6-(tert-butyl)imidazo[1,2-b]pyridazin-3-yl)-N-((3S,4S)-4-fluoropyrrolidin-3-yl)pyridin-2-amine C(C)(C)(C)C=1C=CC=2N(N1)C(=CN2)C2=CC=CC(=N2)N[C@H]2CNC[C@@H]2F